ClC1=NC=2N(C(=C1)NCC=1N=C3N(C=CC(=C3)C(F)(F)F)C1)N=CC2C2CC2 5-chloro-3-cyclopropyl-N-((7-(trifluoromethyl)imidazo[1,2-a]pyridin-2-yl)methyl)pyrazolo[1,5-a]pyrimidin-7-amine